C1(C(CCC1)O)O 1,2-cyclopentandiol